N[C@H](C(=O)O)CC1=CC=C(C=C1)C1CCOCC1 (S)-2-amino-3-(4-(tetrahydro-2H-pyran-4-yl)phenyl)propanoic acid